methyl-(2,3-dichlorophenyl)-2-fluoro-acetate COC(C(F)C1=C(C(=CC=C1)Cl)Cl)=O